methyl 2-(((R)-3-(6-((4-cyano-2-fluorobenzyl) oxy) pyridin-2-yl)-3-methylpyrrolidin-1-yl) methyl)-1-((S)-oxetan-2-ylmethyl)-1H-benzo[d]imidazole-6-carboxylate C(#N)C1=CC(=C(COC2=CC=CC(=N2)[C@]2(CN(CC2)CC2=NC3=C(N2C[C@H]2OCC2)C=C(C=C3)C(=O)OC)C)C=C1)F